N-[(2S)-2-(hydroxymethyl)-2-methyl-6-morpholino-3H-benzofuran-5-yl]pyrazolo[1,5-a]pyrimidine-3-carboxamide OC[C@]1(OC2=C(C1)C=C(C(=C2)N2CCOCC2)NC(=O)C=2C=NN1C2N=CC=C1)C